N-(7-chloro-6-(1-((3R,4R)-4-hydroxy-3-methyltetrahydrofuran-3-yl)piperidin-4-yl)isoquinolin-3-yl)-2-(tetrahydro-2H-pyran-4-yl)cyclopropane-1-carboxamide ClC1=C(C=C2C=C(N=CC2=C1)NC(=O)C1C(C1)C1CCOCC1)C1CCN(CC1)[C@@]1(COC[C@@H]1O)C